N-(5-(2,4-dichlorophenyl)-1,3,4-oxadiazol-2-yl)-4-((trifluoromethyl)thio)benzamide ClC1=C(C=CC(=C1)Cl)C1=NN=C(O1)NC(C1=CC=C(C=C1)SC(F)(F)F)=O